NN1C(=NC(=C1C(=O)O)C1=CC=C(C=C1)C(NC1=NC=CC(=C1)CC)=O)C1CC2(CN(C2)C(=O)OC(C)(C)C)C1 1-amino-2-(2-(tert-butoxycarbonyl)-2-azaspiro[3.3]heptan-6-yl)-4-(4-((4-ethylpyridin-2-yl)carbamoyl)phenyl)-1H-imidazole-5-carboxylic acid